C1(=CC(=CC=C1)NC=1C2=C(N=CN1)CNC2=O)C 4-(m-tolylamino)-6,7-dihydro-5H-pyrrolo[3,4-d]pyrimidin-5-one